C(C1=CC=CC=C1)N1N=C(N=C1)C(=O)NC1C(N(C=2N(CC1)N=C(C2)Br)C)=O 1-benzyl-N-(2-bromo-4-methyl-5-oxo-7,8-dihydro-6H-pyrazolo[1,5-a][1,3]diazepin-6-yl)-1,2,4-triazole-3-carboxamide